6-(2,6-dichlorophenyl)-2-{[4-(6-oxo-1,4,5,6-tetrahydropyridazin-3-yl)phenyl]amino}imidazo[1,2-a]pyrimido[5,4-e]pyrimidin-5(6H)-one ClC1=C(C(=CC=C1)Cl)N1C=2N(C3=C(C1=O)C=NC(=N3)NC3=CC=C(C=C3)C3=NNC(CC3)=O)C=CN2